2-hydroxy-4-(5-hydroxypentyloxy)benzophenone OC1=C(C(=O)C2=CC=CC=C2)C=CC(=C1)OCCCCCO